N[C@@H]1CC[C@H](CC1)C1(NC=C(C(=N1)NC1=C(C=CC=C1)S(=O)(=O)C1=CC=CC=C1)Cl)N 2-(trans-4-aminocyclohexyl)-5-chloro-N4-(2-(phenylsulfonyl)phenyl)pyrimidine-2,4-diamine